2-Chloro-5-(cyanomethyl)isonicotinic acid ethyl ester C(C)OC(C1=CC(=NC=C1CC#N)Cl)=O